(R)-2-((1-aminopropan-2-yl)oxy)acetic acid NC[C@@H](C)OCC(=O)O